O[C@@]1([C@H](O)[C@H](O)[C@@H](CO)O1)N1C=NC=2C(N)=NC=NC12 hydroxyadenosine